FC1=C(C=C(C=C1)CC1=NNC(C2=CC=CC=C12)=O)C(=O)N1CCN(CC1)C1=CC=C(C=C1)NC1=NC=C2C(=N1)N(N(C2=O)C=2C=NC=CC2)C 4-[[4-fluoro-3-[4-[4-[[1-methyl-3-oxo-2-(3-pyridyl)pyrazolo[3,4-d]pyrimidin-6-yl]amino]phenyl]piperazine-1-carbonyl]phenyl]methyl]-2H-phthalazin-1-one